3-(triethoxysilyl)propyl-2-(toluenesulfonylmethyl)acrylamide C(C)O[Si](CCCC=C(C(=O)N)CS(=O)(=O)CC1=CC=CC=C1)(OCC)OCC